(Z)-3-(5-(2-(4-(2-(4-(1-(4-hydroxyphenyl)-2-phenylbut-1-en-1-yl)phenoxy)ethyl)-1,4-diazepan-1-yl)ethoxy)-1-oxoisoindolin-2-yl)piperidine-2,6-dione OC1=CC=C(C=C1)/C(=C(\CC)/C1=CC=CC=C1)/C1=CC=C(OCCN2CCN(CCC2)CCOC=2C=C3CN(C(C3=CC2)=O)C2C(NC(CC2)=O)=O)C=C1